C(#C)C1=C2C(=CC(=CC2=CC=C1F)O)C1=C(C=2N=C(N=C(C2C=N1)N1C[C@@H](CCC1)F)OC[C@]12CCCN2C[C@@H](C1)F)F 5-ethynyl-6-fluoro-4-(8-fluoro-4-[(3R)-3-fluoropiperidin-1-yl]-2-{[(2R,7aS)-2-fluorotetrahydro-1H-pyrrolizin-7a(5H)-yl]methoxy}pyrido[4,3-d]pyrimidin-7-yl)naphthalen-2-ol